N-ethyl-N-(2-(4-methoxy-1H-indol-3-yl)ethyl)propan-2-en-1-amine C(C)N(CC=C)CCC1=CNC2=CC=CC(=C12)OC